C(C)OC(CCC1=C(C=CC(=C1)N1C=NC=C1C1=CC=CC=C1)N)=O 3-(2-amino-5-(5-phenyl-1H-imidazol-1-yl)-phenyl)propionic acid ethyl ester